5-Ethyl-1H-pyrrole-3-thiol C(C)C1=CC(=CN1)S